FC(C1=CC=C2C(=CC=NC2=C1)NC1=C(N=C(N1)C)C)F 7-(difluoromethyl)-N-(2,4-dimethyl-1H-imidazol-5-yl)quinolin-4-amine